ClC=1C=C2C=CN(C2=C(C1)C1=C2C(=NC=C1)C=C(S2)CN2C(CC=1C2=NC=CC1)=O)CC1(CCNCC1)C#N 4-((5-Chloro-7-(2-((2-oxo-2,3-dihydro-1H-pyrrolo[2,3-b]pyridin-1-yl)methyl)Thieno[3,2-b]pyridin-7-yl)-1H-indol-1-yl)methyl)piperidine-4-carbonitrile